C1(=CC=CC2=CC=CC=C12)C1C2C=CC(C1)C2=O 5-naphthyl-7-oxo-bicyclo[2.2.1]Hept-2-ene